N-(3-fluoro-4-(1-isopropyl-7-(methylthio)-2-oxo-1,4-dihydropyrimido[4,5-d]pyrimidin-3(2H)-yl)phenyl)-1-(4-fluorophenyl)methanesulfonamide FC=1C=C(C=CC1N1C(N(C2=NC(=NC=C2C1)SC)C(C)C)=O)NS(=O)(=O)CC1=CC=C(C=C1)F